(E)-N-hydroxy-3-(2-(4-((6-morpholinopyridin-3-yl)methyl)piperazin-1-yl)phenyl)acrylamide ONC(\C=C\C1=C(C=CC=C1)N1CCN(CC1)CC=1C=NC(=CC1)N1CCOCC1)=O